ClC1=NC(=NC=C1C(F)(F)F)NC1=C(C=C(C=C1)NC1C2CC3CC(CC1C3)C2)OC 4-((4-((4-chloro-5-(trifluoromethyl)pyrimidin-2-yl)amino)-3-methoxyphenyl)amino)adamantan